C=1N=CN2C1C1=CC=CC=C1[C@@H]2[C@@H]2[C@H](C=1C=CN=CC1CC2)O (5R,6R)-6-((S)-5H-imidazo[5,1-a]isoindol-5-yl)-5,6,7,8-tetrahydroisoquinolin-5-ol